C(C)(C)(C)OC(N[C@H](C(=O)NN(C(CF)=O)CCC(=O)N)CC(C)C)=O (S)-(1-(2-(3-amino-3-oxo-propyl)-2-(2-fluoroacetyl)hydrazino)-4-methyl-1-oxo-pentan-2-yl)carbamic acid tert-butyl ester